C(C)(C)(C)C=1C=C(C(=O)OCC(COC(C2=CC(=C(C(=C2)C(C)(C)C)O)C(C)(C)C)=O)(COC(C2=CC(=C(C(=C2)C(C)(C)C)O)C(C)(C)C)=O)COC(C2=CC(=C(C(=C2)C(C)(C)C)O)C(C)(C)C)=O)C=C(C1O)C(C)(C)C pentaerythritol tetra(3,5-di-tert-butyl-4-hydroxybenzoate)